NC1=C(C(=NC=2N1N=C(C2CC)C(F)F)NCCC2=NN(C=C2)C(CO)(C)C)C#N 7-amino-2-(difluoromethyl)-3-ethyl-5-((2-(1-(1-hydroxy-2-methylpropan-2-yl)-1H-pyrazol-3-yl)ethyl)amino)pyrazolo[1,5-a]pyrimidine-6-carbonitrile